nonyl 8-((6-((6,6-bis(((Z)-hept-3-en-1-yl)oxy)hexanoyl)oxy)hexyl)(2-hydroxyethyl)amino)octanoate C(C\C=C/CCC)OC(CCCCC(=O)OCCCCCCN(CCCCCCCC(=O)OCCCCCCCCC)CCO)OCC\C=C/CCC